C(C)(C)(C)OC(=O)N[C@H](C(=O)OC)[C@@H](CC1=CC=CC=C1)O methyl (2S,3R)-2-((tert-butoxycarbonyl) amino)-3-hydroxy-4-phenylbutyrate